C(C)(C)(C)OC(=O)OC1=C(C(=O)O)C=CC=C1 2-((tert-butoxycarbonyl)oxy)benzoic acid